C(C)(C)(C)OC(=O)N1CC2CCC(C1)N2[C@@H]2[C@@H]1[C@H](OC2)[C@H](CO1)N.C(C)(C)(C)[Si](OC)(OC)CC tert-butyl-ethyl-dimethoxysilane tert-butyl-8-((3S,3aR,6S,6aR)-6-aminohexahydrofuro[3,2-b]furan-3-yl)-3,8-diazabicyclo[3.2.1]octane-3-carboxylate